NC1=CC(=C2N(CCCCCCC(C3=NN=C(C1=N2)O3)(O)C(F)(F)F)CCO)C(F)(F)F 17-Amino-13-(2-hydroxyethyl)-6,15-bis(trifluoromethyl)-19-oxa-3,4,13,18-tetrazatricyclo[12.3.1.12,5]nonadeca-1(18),2,4,14,16-pentaen-6-ol